2-hydroxyethyl-ethylene glycol methacrylate C(C(=C)C)(=O)O.OCCC(CO)O